methyl 2-(3-cyanopyridin-2-yl)acetate C(#N)C=1C(=NC=CC1)CC(=O)OC